COC(=O)C=1C=2C=CNC2C(=CC1Cl)C(=O)O 5-chloro-1H-indole-4,7-dicarboxylic acid methyl ester